N1(CCC1)C=1C=C(C=NC1)C=1N=NN(C1)CC=1N=C2N(C=C(C=C2)CN(C(OC(C)(C)C)=O)CC23CC(C2)(C3)F)C1 Tert-butyl ((2-((4-(5-(azetidine-1-yl)pyridin-3-yl)-1H-1,2,3-triazol-1-yl)methyl)imidazo[1,2-a]pyridin-6-yl)methyl)((3-fluorobicyclo[1.1.1]pentan-1-yl)methyl)carbamate